2-(2-methyl-4-pyridyl)-4-[2-methyl-5-[3-(trifluoromethyl)-1-bicyclo[1.1.1]pentanyl]pyrido[3,4-b]pyrazin-7-yl]morpholine CC1=NC=CC(=C1)C1CN(CCO1)C1=CC=2C(=NC=C(N2)C)C(=N1)C12CC(C1)(C2)C(F)(F)F